C(C)(C)(C)C1=NC(=C(C=C1Cl)B1OC(C(O1)(C)C)(C)C)C 2-tert-butyl-3-chloro-6-methyl-5-(4,4,5,5-tetramethyl-1,3,2-dioxaborolan-2-yl)pyridine